N1(N=CN=C1)CCNC=1C(=CC(=CC1)NCC1=CC=CC=C1)C1=CC=CC=C1 N2-(2-(1H-1,2,4-triazol-1-yl)ethyl)-N5-benzylbiphenyl-2,5-diamine